tert-butyl (2-methyl-1-oxo-1-(4-((2-oxo-1-(3-(2-oxoethyl)phenyl)-1,2-dihydropyridin-4-yl)carbamoyl)piperazin-1-yl)propan-2-yl)carbamate CC(C(N1CCN(CC1)C(NC1=CC(N(C=C1)C1=CC(=CC=C1)CC=O)=O)=O)=O)(C)NC(OC(C)(C)C)=O